ClC1=C(COCCOCCCCCCNC[C@H](O)C2=CC3=C(OC(OC3)(C)C)C=C2)C(=CC=C1)Cl (R)-2-((6-(2-((2,6-dichlorobenzyl)oxy)ethoxy)hexyl)amino)-1-(2,2-dimethyl-4H-benzo[d][1,3]dioxin-6-yl)ethan-1-ol